ClC1=CC=C(C=C1)S 4-chlorobenzenethiol